tert-butyl 3-(4-fluoropyridin-3-yl)pyrrolidine-1-carboxylate FC1=C(C=NC=C1)C1CN(CC1)C(=O)OC(C)(C)C